ClC1=CC=C2C(=CNC2=C1OCC1=NC=CC=C1)S(=O)(=O)NC1=C(C=C(C(=C1)F)Cl)F 6-chloro-N-(4-chloro-2,5-difluorophenyl)-7-(pyridin-2-ylmethoxy)-1H-indole-3-sulfonamide